(R)-1-(3-(3-ethyl-4-propionyl-piperazine-1-carbonyl)-4-fluorobenzyl)quinazoline-2,4(1H,3H)-dione C(C)[C@@H]1CN(CCN1C(CC)=O)C(=O)C=1C=C(CN2C(NC(C3=CC=CC=C23)=O)=O)C=CC1F